C(C)(C)(C)CC(CC(=O)[O-])=O.C(C)(C)(C)CC(CC(=O)[O-])=O.[Cu+2] copper bis(tert-butylacetoacetate)